1-(4-bromophenyl)cyclopentanecarboxylic acid BrC1=CC=C(C=C1)C1(CCCC1)C(=O)O